bis(3,3-dimethyl-2,4-pentanediol) borate B(O)(O)O.CC(C(C)O)(C(C)O)C.CC(C(C)O)(C(C)O)C